ClC=1C=C2C(=NC=NC2=CC1)N1CC=2C=C(C=NC2CC1)C1=CN=C(S1)C 5-[6-(6-chloroquinazolin-4-yl)-7,8-dihydro-5H-1,6-naphthyridin-3-yl]-2-methyl-thiazole